[6-(5-cyclopropyl-4H-1,2,4-triazol-3-yl)-2-azaspiro[3.3]heptan-2-yl]-[3-[3-[5-(2,2-dimethylpropyl)-1,3,4-oxadiazol-2-yl]-1-bicyclo[1.1.1]pentanyl]azetidin-1-yl]methanone C1(CC1)C=1NC(=NN1)C1CC2(CN(C2)C(=O)N2CC(C2)C23CC(C2)(C3)C=3OC(=NN3)CC(C)(C)C)C1